FC1=C(SC=C1C(C)(C)O)[S@@](=O)(N)=NC(NC1=C2C(=NC(=C1C1=CC=CC=C1)C)CCC2)=O |o1:10| (R) or (S)-3-fluoro-4-(2-hydroxypropan-2-yl)-N'-((2-methyl-3-phenyl-6,7-dihydro-5H-cyclopenta[b]pyridin-4-yl)carbamoyl)thiophene-2-sulfonimidamide